NC1=NC=CC(=C1)C[C@@H]1[C@H](N(C1=O)C(=O)NCC1=CC(=CC=C1)Cl)C(=O)N(C)C1=NN(C=C1)C (2S,3R)-3-((2-aminopyridin-4-yl)methyl)-N2-(1-methyl-1H-pyrazol-3-yl)-N1-((3-chlorophenyl)methyl)-N2-methyl-4-oxoazetidine-1,2-dicarboxamide